2-[6-(3-methylpiperazin-1-yl)pyridazin-3-yl]-5-{[(quinolin-3-yl)methyl]amino}pyridin-3-ol dihydrochloride Cl.Cl.CC1CN(CCN1)C1=CC=C(N=N1)C1=NC=C(C=C1O)NCC=1C=NC2=CC=CC=C2C1